(3S)-3-(3-bromophenyl)cyclopentan-1-ol BrC=1C=C(C=CC1)[C@@H]1CC(CC1)O